CC(C)(C)S(=O)N (+)-2-methylpropane-2-sulfinamide